F[C@@H]1CN(C[C@H](C1)NC1=NC=CC(=N1)C=1C(=NC=CC1)OC1=C(C(=C(C(=C1)F)NS(=O)(=O)CC1=NC=CC=C1)F)F)C(=O)OCC1=CC=CC=C1 Benzyl (3S,5S)-3-fluoro-5-[[4-[2-[2,3,5-trifluoro-4-(2-pyridylmethylsulfonylamino)phenoxy]-3-pyridyl]pyrimidin-2-yl]amino]piperidine-1-carboxylate